COC=1C=C(C=C(C1)OC)C=1OC=2C(C1C1=CC(=CC(=C1)OC)OC)=C(C=C(C2)C)C(=O)O 2,3-bis(3,5-dimethoxyphenyl)-6-methylbenzofuran-4-carboxylic acid